6-chloropyrido[2,3-b]pyrazine ClC=1C=CC=2C(=NC=CN2)N1